N-[2-(2,2-dimethylpyrrolidin-3-yl)thieno[2,3-b]pyridin-4-yl]-4,6-difluorobenzo[d]thiazol-5-amine CC1(NCCC1C1=CC=2C(=NC=CC2NC=2C(=CC3=C(N=CS3)C2F)F)S1)C